CN(C)CC1=CNC2=C1C(=CC=C2)OC 1-(4-methoxy-1H-indol-3-yl)-N,N-dimethylmethanamine